CC(C(CCC(C)=O)=O)(C)C 6,6-dimethylheptane-2,5-dione